NC=1SC2=C(C=NC=C2N2C[C@@H](O[C@@H](C2)C)C(=O)N2[C@H](C3=C(C=C(C=C3CC2)Cl)Cl)C)N1 ((2R,6R)-4-(2-aminothiazolo[4,5-c]pyridin-7-yl)-6-methylmorpholin-2-yl)((S)-6,8-dichloro-1-methyl-3,4-dihydroisoquinolin-2(1H)-yl)methanone